NC1=C2C(=NC=N1)N(N=C2C2=CC=C(C=C2)CNC(C2=C(C=CC=C2)OC)=O)CC(C)O N-[[4-[4-amino-1-(2-hydroxypropyl)pyrazolo[3,4-d]pyrimidin-3-yl]phenyl]methyl]-2-methoxy-benzamide